3-(1-oxo-5-(((S)-2-oxocyclohexyl)oxy)isoindolin-2-yl)-1-((2-(trimethylsilyl)ethoxy)methyl)piperidine-2,6-dione O=C1N(CC2=CC(=CC=C12)O[C@@H]1C(CCCC1)=O)C1C(N(C(CC1)=O)COCC[Si](C)(C)C)=O